1,4-bis(4-amino-α,α'-dimethylbenzyl)benzene NC1=CC=C(C(C)(C)C2=CC=C(C=C2)C(C2=CC=C(C=C2)N)(C)C)C=C1